2-[[4-chloro-6-(2,6-dimethylphenyl)pyrimidin-2-yl]sulfamoyl]cyclobutanecarboxylic acid ClC1=NC(=NC(=C1)C1=C(C=CC=C1C)C)NS(=O)(=O)C1C(CC1)C(=O)O